2,2'-dithiobis(pyridine-N-oxide) C1=CC=[N+](C(=C1)SSC2=CC=CC=[N+]2[O-])[O-]